3-(benzyloxy)-1-methyl-4-(4,4,5,5-tetramethyl-1,3,2-dioxaborolan-2-yl)-1H-pyrazole C(C1=CC=CC=C1)OC1=NN(C=C1B1OC(C(O1)(C)C)(C)C)C